(1R,3S,5R)-2-(2-(3-acetyl-5-(2-methylpyrimidin-5-yl)-1H-indazol-1-yl)acetyl)-N-(6-bromopyridin-2-yl)-5-methyl-2-azabicyclo[3.1.0]hexane-3-carboxamide C(C)(=O)C1=NN(C2=CC=C(C=C12)C=1C=NC(=NC1)C)CC(=O)N1[C@@H]2C[C@@]2(C[C@H]1C(=O)NC1=NC(=CC=C1)Br)C